N-(4-(2H-1,2,3-triazol-2-yl)-3-(trifluoromethyl)phenyl)-5-cyclopropyl-1-(2-oxo-1,2-dihydropyrrolo[4,3,2-ij]isoquinolin-6-yl)-1H-pyrazole-4-carboxamide N=1N(N=CC1)C1=C(C=C(C=C1)NC(=O)C=1C=NN(C1C1CC1)C1=CN=C2C3=C(C=CC=C13)C(N2)=O)C(F)(F)F